(2S,3R)-5,7-bis(benzyloxy)-2-(3,4,5-tris(benzyloxy)phenyl)chroman-3-yl-3,4,5-tris(benzyloxy)-2,6-difluorobenzoate C(C1=CC=CC=C1)OC1=C2C[C@H]([C@@H](OC2=CC(=C1)OCC1=CC=CC=C1)C1=CC(=C(C(=C1)OCC1=CC=CC=C1)OCC1=CC=CC=C1)OCC1=CC=CC=C1)OC(C1=C(C(=C(C(=C1F)OCC1=CC=CC=C1)OCC1=CC=CC=C1)OCC1=CC=CC=C1)F)=O